FC1(CCN(CCC1)C1=C(C(=O)NC2=CC(=CC=C2)[S@@](=O)(=N)C)C(=C(C=N1)C1=CC2=C(OCCO2)C=C1)C)F (R)-2-(4,4-difluoroazepan-1-yl)-5-(2,3-dihydrobenzo[b][1,4]dioxin-6-yl)-4-methyl-N-(3-(S-methylsulfonimidoyl)phenyl)nicotinamide